3-(4-vinylbenzyloxy)-pyridine-2-carbaldehyde C(=C)C1=CC=C(COC=2C(=NC=CC2)C=O)C=C1